(S)-6-((2-(1-(cyclopropylsulfonyl)-1H-pyrazol-4-yl)pyrimidin-4-yl)amino)-4-(isopropylamino)-N-(pyrrolidin-2-ylmethyl)nicotinamide tris(2,4,6-trimethylphenyl)phosphate CC1=C(C(=CC(=C1)C)C)OP(=O)(OC1=C(C=C(C=C1C)C)C)OC1=C(C=C(C=C1C)C)C.C1(CC1)S(=O)(=O)N1N=CC(=C1)C1=NC=CC(=N1)NC1=NC=C(C(=O)NC[C@H]2NCCC2)C(=C1)NC(C)C